11-keto-3a-androstanediol O=C1[C@@H]2[C@]3(CC[C@H](C[C@@H]3CC[C@H]2[C@@H]2CC[C@@H]([C@@]2(C)C1)O)O)C